(2'S)-3-bromo-2-ethyl-2'-methyl-spiro[6,7-dihydrothieno[3,2-C]pyran-4,4'-piperidine] BrC1=C(SC2=C1C1(C[C@@H](NCC1)C)OCC2)CC